C1=C(C=CC=2C3=CC=CC=C3NC12)CC(=O)NCC1=NC=CC=C1 2-(9H-carbazol-2-yl)-N-(pyridin-2-ylmethyl)acetamide